C(=O)[C@@H]1[C@H](C1)C(=O)OC |o1:2,3| methyl rel-(1S,2S)-2-formylcyclopropanecarboxylate